(S)-N-(4-bromo-2,5-difluorophenyl)-6-methoxy-1-tosyl-6-(trifluoromethyl)-4,5,6,7-tetrahydro-1H-indole-3-sulfonamide BrC1=CC(=C(C=C1F)NS(=O)(=O)C1=CN(C=2C[C@@](CCC12)(C(F)(F)F)OC)S(=O)(=O)C1=CC=C(C)C=C1)F